N[C@H](C(=O)O)CCON L-2-amino-4-(aminooxy)butanoic acid